C1(=CC=CC2=CC=CC=C12)CC(=O)O naphthalene-acetic acid